C1(CCCCC1)C[C@@H](C(=O)N[C@H](CO)C[C@H]1C(NCC1)=O)NC([C@H](C(C)C)NC(OCC1=CC=CC=C1)=O)=O Benzyl ((S)-1-(((S)-3-cyclohexyl-1-(((S)-1-hydroxy-3-((S)-2-oxopyrrolidin-3-yl)propan-2-yl)amino)-1-oxopropan-2-yl)amino)-3-methyl-1-oxobutan-2-yl)carbamate